phenoxathiin-1-ylboronic acid C1(=CC=CC=2OC3=CC=CC=C3SC12)B(O)O